(S)-6-(2-(1-cyclopropyl-1H-pyrazol-4-yl)morpholino)-2,3-dimethyl-8-(6-(trifluoromethyl)pyridin-3-yl)pyrimido[5,4-d]pyrimidin-4(3H)-one C1(CC1)N1N=CC(=C1)[C@@H]1OCCN(C1)C=1N=C(C=2N=C(N(C(C2N1)=O)C)C)C=1C=NC(=CC1)C(F)(F)F